2-(7-fluoro-1-methyl-2-oxo-1,2-dihydroquinolin-8-yl)acetaldehyde FC1=CC=C2C=CC(N(C2=C1CC=O)C)=O